FC(C1=C(C=NC(=C1)N[C@H](C(F)(F)F)C)C1=C(N=C(S1)C(=O)NC1CCS(CC1)(=O)=O)C(=O)N1[C@H](CCC1)C)F 5-(4-(difluoromethyl)-6-(((S)-1,1,1-trifluoropropan-2-yl)amino)pyridin-3-yl)-N-(1,1-dioxotetrahydro-2H-thiopyran-4-yl)-4-((S)-2-methylpyrrolidine-1-carbonyl)thiazole-2-carboxamide